tiN-bismuth [Bi].[Sn]